6-(3-(((1R,2R,3S,5R)-2-fluoro-1,5-dimethyl-8-azabicyclo[3.2.1]oct-6-en-3-yl)(methyl)amino)-1,2,4-triazin-6-yl)isoquinolin-7-ol F[C@H]1[C@]2(C=C[C@@](C[C@@H]1N(C=1N=NC(=CN1)C=1C=C3C=CN=CC3=CC1O)C)(N2)C)C